FC=1C(=CC=2C3=C(NC(C2C1)=O)COC[C@H]3N(C(=O)C3(CC1=CC=CC=C1C3)O)C)F (S)-N-(8,9-Difluoro-6-oxo-1,4,5,6-tetrahydro-2H-pyrano[3,4-c]isoquinolin-1-yl)-2-hydroxy-N-methyl-2,3-dihydro-1H-indene-2-carboxamide